CC(CC#N)C 3-Methyl-butanenitrile